BrC1=C(C=C(C=C1)F)C#CC1CCOCC1 4-[2-(2-bromo-5-fluoro-phenyl)ethynyl]tetrahydropyran